C(C)NC(=O)NC1=NC=NC(=N1)CN1CCN(CC1)C=1C(=NC(=CC1)N1N=CC=C1)C 1-ethyl-3-(4-((4-(2-methyl-6-(1H-pyrazol-1-yl)pyridin-3-yl)piperazin-1-yl)methyl)-1,3,5-triazin-2-yl)urea